C(C=C)(=O)OC1=C(C(=C(C=C1)C)C(C)(C)C)C(C1=CC=CC(=C1)C)O 3-tert-butyl-2-(hydroxy-5-methylbenzyl)-4-methylphenyl acrylate